2,3,5-triiodophenylmethanol IC1=C(C=C(C=C1I)I)CO